N-(oxazol-2-ylmethyl)-2-(pyridin-2-yl)pyrimidin-5-amine O1C(=NC=C1)CNC=1C=NC(=NC1)C1=NC=CC=C1